7,12-dihydro-2,3-dimethoxy-indolo[3,2-d][1]benzazepin-6(5H)-one COC=1C(=CC2=C(C3=C(CC(N2)=O)C2=CC=CC=C2N3)C1)OC